C(C)(C)(C)OC(=O)N1C[C@H](N(CC1)C=1C=NC(=CC1)C(NC)=O)CC (R)-3-ethyl-4-(6-(methylcarbamoyl)pyridin-3-yl)piperazine-1-carboxylic acid tert-butyl ester